N-(5-(7'-Fluoro-3-methoxy-3'-methyl-2'-oxo-2',3'-dihydrospiro[cyclobutane-1,1'-pyrrolo[2,3-c]quinolin]-8'-yl)-2-(2-(isopropylamino)ethoxy)pyridin-3-yl)cyclopropanesulfonamid FC=1C(=CC=2C3=C(C=NC2C1)N(C(C31CC(C1)OC)=O)C)C=1C=C(C(=NC1)OCCNC(C)C)NS(=O)(=O)C1CC1